[Cl-].C(CCCCCCCCCCC)[NH+]1CC(CC1)CC 1-dodecyl-3-ethylpyrrolidinium chloride